12-chlorodibenzo[4,5:6,7]oxepino[2,3-b]pyridine ClC=1C=CC2=C(C3=C(C=4C(=NC=CC4)O2)C=CC=C3)C1